ClC=1C=NC=C(C1[C@@H](C)OC=1C=C2C(=NNC2=CC1OC)C=1C=NC(=C(C#N)C1)N1CC2(C1)CS(CC2)(=O)=O)Cl (R)-5-(5-(1-(3,5-dichloropyridin-4-yl)ethoxy)-6-methoxy-1H-indazol-3-yl)-2-(6,6-dioxido-6-thia-2-azaspiro[3.4]octan-2-yl)nicotinonitrile